2,4,6-trichloro-N-(3,4-dihydroxy-9,10-dioxo-9,10-dihydroanthracen-2-yl)benzenesulfonamide ClC1=C(C(=CC(=C1)Cl)Cl)S(=O)(=O)NC1=CC=2C(C3=CC=CC=C3C(C2C(=C1O)O)=O)=O